FC(C=1C(=C(C=CC1)[C@@H](C)NC1=NN(C(C=2C1=CN(C(C2)=O)[C@@H]2CC(OCC2)(C)C)=O)C)F)F 4-(((R)-1-(3-(difluoromethyl)-2-fluorophenyl)ethyl)amino)-6-((S)-2,2-dimethyltetrahydro-2H-pyran-4-yl)-2-methyl-2,6-dihydropyrido[3,4-d]pyridazine-1,7-dione